C(C)(=O)N[C@@H]1CNCC1 (3S)-3-acetamidopyrrolidine